3-methyl-3-hydroxy-methyloxypropane CC(CCOC)O